C(C)(C)(C)OC(=O)N1CCC(CC1)(C#N)C1=CC=C(C=C1)Cl 4-(4-Chlorophenyl)-4-cyanopiperidine-1-carboxylic acid tert-butyl ester